CC1=C(C(=CC=C1)C)C=1N=C2NS(C3=CC=CC(CN4CC=5C=CC=CC5C(OC(C1)=N2)C4)=C3)(=O)=O 12-(2,6-Dimethylphenyl)-15-oxa-8λ6-thia-1,9,11,25-tetraazapentacyclo[14.7.1.13,7.110,14.017,22]hexacosa-3(26),4,6,10,12,14(25),17(22),18,20-nonaene-8,8-dione